N'-(2-((4-Methoxybenzyl)oxy)acetyl)-2-(pyrimidin-5-yl)acrylohydrazide COC1=CC=C(COCC(=O)NNC(C(=C)C=2C=NC=NC2)=O)C=C1